(5'S,7a'R)-1-[4-(1,3-oxazol-2-yl)pyrazolo[1,5-a]pyridin-7-yl]-5'-phenyltetrahydro-3'H-spiro[piperidine-4,2'-pyrrolo[2,1-b][1,3]oxazol]-3'-one O1C(=NC=C1)C=1C=2N(C(=CC1)N1CCC3(C(N4[C@H](O3)CC[C@H]4C4=CC=CC=C4)=O)CC1)N=CC2